tert-butyl [(1R)-1-(3-iodophenyl)ethyl]carbamate IC=1C=C(C=CC1)[C@@H](C)NC(OC(C)(C)C)=O